(S)-quinuclidin-3-yl (7-(2,5-dichlorophenyl)chroman-4-yl)carbamate ClC1=C(C=C(C=C1)Cl)C1=CC=C2C(CCOC2=C1)NC(O[C@@H]1CN2CCC1CC2)=O